C(C1=CC=CC=C1)(C1=CC=CC=C1)N1CC(C1)N1CC2=CC=C(C=C2CC1)N(C(C)C)C(C)C 2-(1-benzhydrylazetidin-3-yl)-N,N-diisopropyl-1,2,3,4-tetrahydroisoquinolin-6-amine